[N+](=O)([O-])C1=NNC(=C1C1=CC2=C(C3=CC=CC=C3C=C2C=C1)C=1C(=NNC1[N+](=O)[O-])[N+](=O)[O-])[N+](=O)[O-] 2,9-bis(3,5-dinitro-1H-pyrazol-4-yl)anthracene